ClC1=C(C=NN1CC(F)F)C(=O)N[C@H]1C[C@H](CCC1)NC1=CC(=NC2=CC=C(C=C12)Cl)C(F)(F)F 5-chloro-N-((1R,3S)-3-((6-chloro-2-(trifluoromethyl)quinolin-4-yl)amino)cyclohexyl)-1-(2,2-difluoroethyl)-1H-pyrazole-4-carboxamide